3'-deoxyadenosine-5'-monophosphate P(=O)(O)(O)OC[C@@H]1C[C@H]([C@@H](O1)N1C=NC=2C(N)=NC=NC12)O